5-pyrazin-2-yl-1,3,4-oxadiazol-2-thiol N1=C(C=NC=C1)C1=NN=C(O1)S